(E)-N-(2-(3-(hydroxyamino)-3-oxoprop-1-en-1-yl)phenyl)-4-(trifluoromethyl)benzamide ONC(/C=C/C1=C(C=CC=C1)NC(C1=CC=C(C=C1)C(F)(F)F)=O)=O